C1=CC=C(C=C1)C[C@H](C(=O)O)NC(=O)CCl N-Chloroacetyl-D-phenylalanine